5-(2-(((1r,4r)-4-hydroxy-4-methylcyclohexyl)amino)-4-methoxypyrrolo[2,1-f][1,2,4]triazin-5-yl)-N-isopropylpyrazolo[1,5-a]pyridine-3-carboxamide OC1(CCC(CC1)NC1=NN2C(C(=N1)OC)=C(C=C2)C2=CC=1N(C=C2)N=CC1C(=O)NC(C)C)C